C(\C=C(/C)\CCC=C(C)C)C(C(=O)Cl)C[C@@H](C(=O)O)NC(=O)C1=CC=C(NCC2=CN=C3N=C(N)NC(=O)C3=N2)C=C1 geranyl-folic acid chloride